phenylpiperazine-1-carboxamide C1(=CC=CC=C1)C1N(CCNC1)C(=O)N